4-(2-(2-fluoroethyl)-2,8-diazaspiro[4.5]decan-8-yl)-2-(3-methyl-1H-pyrazol-4-yl)pyrido[3,4-d]pyrimidine FCCN1CC2(CC1)CCN(CC2)C=2C1=C(N=C(N2)C=2C(=NNC2)C)C=NC=C1